(2R,3R,4R,5S)-2-methyl-1-(((R)-1-(4-(trifluoromethyl)thiazol-2-yl)piperidin-3-yl)methyl)piperidine-3,4,5-triol C[C@H]1N(C[C@@H]([C@H]([C@@H]1O)O)O)C[C@@H]1CN(CCC1)C=1SC=C(N1)C(F)(F)F